5-(2-(2-fluoro-3-methylphenyl)pyrrolidin-1-yl)-N-((R,E)-4-(methylsulfonyl)but-3-en-2-yl)pyrazine-2-carboxamide FC1=C(C=CC=C1C)C1N(CCC1)C=1N=CC(=NC1)C(=O)N[C@H](C)\C=C\S(=O)(=O)C